CC=1C=C(C=C(C1)C)C(C[SiH](C1=CC=CC=C1)C1=CC=CC=C1)[SiH](C1=CC=CC=C1)C1=CC=CC=C1 (1-(3,5-Dimethylphenyl)ethane-1,2-diyl)bis(diphenylsilane)